C[C@H]1CN(CC[C@@H]1NC(=O)C1=CC(=CC=2N(C=NC21)CC(F)(F)F)C#CCNC=2C(OC)=CC(=C(C2)C(NC)=O)F)CCC(F)(F)F N-[(3S,4S)-3-methyl-1-(3,3,3-trifluoropropyl)-4-piperidyl]-6-{3-[4-(N-methylcarbamoyl)-5-fluoro-2-anisidino]-1-propynyl}-1-(2,2,2-trifluoroethyl)-1H-1,3-benzimidazole-4-carboxamide